FC1(CC1)C1=CC=NC(=C1)C 4-(1-fluorocyclopropyl)-6-methylpyridin